C(C(=C)C)(=O)OCCC[Si](O[Si](C)(C)C)(O[Si](C)(C)C)O[Si](C)(C)C 3-methacryloxypropyltri(trimethylsiloxy)silane